2-chloro-3,5-dibromopyridine ClC1=NC=C(C=C1Br)Br